3-((5-fluoro-2-methoxy-4-(piperazin-1-yl)phenyl)amino)piperidine-2,6-dione FC=1C(=CC(=C(C1)NC1C(NC(CC1)=O)=O)OC)N1CCNCC1